COC1=C(C=CC=C1)[C@@H](O)C1=CC=C(C=C1)C#N (S)-(2-methoxyphenyl)(4-cyanophenyl)methanol